C1(CCC1)CC(CCCCC[C@@H](C=1OC(=CN1)C=1C=C2C=CC(=NC2=CC1OC)C)NC(=O)[C@H]1CC12CCN(CC2)CC)=O (S)-N-((S)-8-Cyclobutyl-1-(5-(7-methoxy-2-methylchinolin-6-yl)oxazol-2-yl)-7-oxooctyl)-6-ethyl-6-azaspiro[2.5]octan-1-carboxamid